(1S,2S)-N-(5-bromothiazolo[4,5-e][1,2,4]triazolo[1,5-a]pyridin-2-yl)-2-fluorocyclopropane-1-carboxamide BrC=1C=2N(C3=C(C1)N=C(S3)NC(=O)[C@H]3[C@H](C3)F)N=CN2